C(C)(C)(C)OC(=O)N1[C@@H](C[C@H](CC1)N1N=NC=2C(=NC=3C(=C(C(=CC3C21)C)C=2C=NC(=CC2)C)F)SC)CC#N (2S,4S)-2-(cyanomethyl)-4-(6-fluoro-8-methyl-7-(6-methylpyridin-3-yl)-4-(methylsulfanyl)-1H-[1,2,3]triazolo[4,5-c]quinolin-1-yl)piperidine-1-carboxylic acid tert-butyl ester